[Cl-].[Cl-].C(C)(C)(C)OCCCCCC[Ti](NC(C)(C)C)(C1(C(=C(C(=C1)C)C)C)C)[SiH2]C (tertiary-butoxyhexyl)methylsilanyl-(tetramethylcyclopentadienyl)(tertiary-butyl-amino)titanium dichloride